Tert-butyl (S)-5-amino-4-(4-((4-((1-(4-cyano-2-fluorophenyl)piperidin-4-yl)thio) benzyl)oxy)-1-oxoisoindolin-2-yl)-5-oxopentanoate NC([C@H](CCC(=O)OC(C)(C)C)N1C(C2=CC=CC(=C2C1)OCC1=CC=C(C=C1)SC1CCN(CC1)C1=C(C=C(C=C1)C#N)F)=O)=O